3-(4-nitrobenzyl)-naphtho[2,3-d]isoxazole-4,9-dione [N+](=O)([O-])C1=CC=C(CC2=NOC3=C2C(C=2C=CC=CC2C3=O)=O)C=C1